3-Bromo-9-chloro-8-methoxy-6,6-dimethyl-6,11-dihydro-5H-benzo[b]carbazole BrC1=CC=C2C=3CC4=C(C(C3NC2=C1)(C)C)C=C(C(=C4)Cl)OC